N-[(E)-(1-hydroxy-3H-2,1-benzoxaborole-5-yl)methyleneamino]-N-isobutyl-5-methyl-1,1-dioxo-1,2-benzothiazol-3-amine OB1OCC2=C1C=CC(=C2)\C=N\N(C2=NS(C1=C2C=C(C=C1)C)(=O)=O)CC(C)C